FC=1C=C(C=CC1O)N1C(N(C(C1(C)C)=O)C1=CC(=C(C#N)C=C1)C(F)(F)F)=S 4-(3-(3-fluoro-4-hydroxyphenyl)-4,4-dimethyl-5-oxo-2-thioxoimidazolidin-1-yl)-2-(trifluoromethyl)benzonitrile